CCCC(=O)CN aminopentanone